5-[(3aS,4S,6aR)-2-oxo-1,3,3a,4,6,6a-hexahydrothieno[3,4-d]imidazol-4-yl]-N-(2-aminoethyl)pentanamide O=C1N[C@H]2[C@@H](N1)CS[C@H]2CCCCC(=O)NCCN